acryloyloxydecyl-methyl-dimethoxysilane C(C=C)(=O)OCCCCCCCCCC[Si](OC)(OC)C